ethyl N,N-bisoxalylalaninate C(C(=O)O)(=O)N([C@@H](C)C(=O)OCC)C(C(=O)O)=O